5-[(2-mercapto-2-methylpropyl)[2-[(2-mercapto-2-methylpropyl)amino]ethyl]amino]-pentanoic acid SC(CN(CCCCC(=O)O)CCNCC(C)(C)S)(C)C